2-[4-(2-hydroxyethaneyl)-1-piperazinyl]ethanesulfonic acid OCCN1CCN(CC1)CCS(=O)(=O)O